ClC1=C(C(=CC=C1)Cl)N1C=2N(C3=C(C1=O)C=NC(=N3)NC3=CC=C(C=C3)N3CCN(CC3)C(C)C)CCN2 6-(2,6-Dichlorophenyl)-2-((4-(4-isopropylpiperazin-1-yl)phenyl)amino)-8,9-dihydroimidazo[1,2-a]pyrimido[5,4-e]pyrimidin-5(6H)-one